1,2-Dilauroyl-sn-glycero-3-phosphorylglycerol CCCCCCCCCCCC(=O)OC[C@H](COP(=O)([O-])OCC(CO)O)OC(=O)CCCCCCCCCCC.[Na+]